6-(2-chlorophenyl)-4-hydroxy-1H-pyridin-2-one ClC1=C(C=CC=C1)C1=CC(=CC(N1)=O)O